[2-(2,6-dioxopiperidin-3-yl)-4-(oxan-4-yloxy)-3-oxo-2,3-dihydro-1H-isoindol-5-yl]methyl N-[4-(4-fluorophenoxy)phenyl]carbamate FC1=CC=C(OC2=CC=C(C=C2)NC(OCC=2C(=C3C(N(CC3=CC2)C2C(NC(CC2)=O)=O)=O)OC2CCOCC2)=O)C=C1